O=C1CC(CN1)CN1CCC(CC1)C(=O)N (5-oxo-pyrrolidin-3-yl)methylpiperidine-4-carboxamide